CN(C=1C(=CC(=C(C(=O)O)C1)F)C(NS(=O)(=O)N1C[C@H](CC1)OC)=O)C (S)-5-(dimethylamino)-2-fluoro-4-(((3-methoxypyrrolidin-1-yl)sulfonyl)carbamoyl)benzoic acid